C1(CCCC1)OC(=O)NCC1=C(N=NN1C)C1=CC=C(C(=N1)C(F)(F)F)OC1CC(CCC1)C(=O)O 3-((6-(5-((((cyclopentyloxy)carbonyl)amino)methyl)-1-methyl-1H-1,2,3-triazol-4-yl)-2-(trifluoro-methyl)pyridin-3-yl)oxy)cyclohexane-1-carboxylic acid